3-(4-(2-(tert-butyl)phenoxy)-3-(trifluoromethyl)phenyl)5-(chloromethyl)-1,2,4-oxadiazole C(C)(C)(C)C1=C(OC2=C(C=C(C=C2)C2=NOC(=N2)CCl)C(F)(F)F)C=CC=C1